C1=CC=C2SSC3=C4C2=C1SSC4=CC=C3 [1,2]benzodithiino[5,4,3-cde][1,2]benzodithiin